OC1=CC=NC2=CC(=C(C=C12)C(=O)NC)OCC(C)=O 4-Hydroxy-N-methyl-7-(2-oxopropoxy)quinoline-6-carboxamide